9-[4-(t-butyl)phenyl]-3,6-bis(triphenylmethyl)-9H-carbazole C(C)(C)(C)C1=CC=C(C=C1)N1C2=CC=C(C=C2C=2C=C(C=CC12)C(C1=CC=CC=C1)(C1=CC=CC=C1)C1=CC=CC=C1)C(C1=CC=CC=C1)(C1=CC=CC=C1)C1=CC=CC=C1